piperidin-one N1C(CCCC1)=O